(Z)-3,9-dimethyl-6-(1-methyl-vinyl)-3,9-decadien-1-ol propionate C(CC)(=O)OCC\C(=C/CC(CCC(=C)C)C(=C)C)\C